2,2-dihydroxy-1H-indene-1,3(2H)-dione OC1(C(C2=CC=CC=C2C1=O)=O)O